COC1=CC=C(C=C1)NC(=O)N1[C@@H]2CN([C@H](C1)C2)C(=O)OC(C)(C)C (1S,4S)-tert-butyl 5-((4-methoxyphenyl)carbamoyl)-2,5-diazabicyclo[2.2.1]heptane-2-carboxylate